(5-methyl-2-(2,4,6-trimethoxyphenyl)-1,3-dioxan-5-yl)methyl methacrylate C(C(=C)C)(=O)OCC1(COC(OC1)C1=C(C=C(C=C1OC)OC)OC)C